COCCC([2H])([2H])N1C[C@@H]2[C@H](C1)CC(C2)NC=2N=NC(=CC2)C2=C(C(=CC(=C2)F)F)F (3aR,5s,6aS)-2-(3-methoxypropyl-1,1-d2)-N-(6-(2,3,5-trifluorophenyl)pyridazin-3-yl)octahydrocyclopenta[c]pyrrol-5-amine